(4S)-tert-Butyl 5-amino-4-(4-((4-((3-((2-methoxyethyl)carbamoyl) piperidin-1-yl)methyl)benzyl)oxy)-1-oxoisoindolin-2-yl)-5-oxopentanoate NC([C@H](CCC(=O)OC(C)(C)C)N1C(C2=CC=CC(=C2C1)OCC1=CC=C(C=C1)CN1CC(CCC1)C(NCCOC)=O)=O)=O